C1(CCC1)C1=C(C(=NC=C1)NC=1C(=NC=CC1)C)C#N cyclobutyl-2-[(2-methyl-3-pyridyl)amino]pyridine-3-carbonitrile